2-methyl-3,6-dimethoxypyridin-4-one CC1=NC(=CC(C1OC)=O)OC